N[C@H]1CCC2=CC(=CC=C12)N1C(=NC=2C1=NC(=CC2)N2N=C(C=C2)OC)C=2C(=NC=CC2)N (S)-3-(3-(1-amino-2,3-dihydro-1H-inden-5-yl)-5-(3-methoxy-1H-pyrazol-1-yl)-3H-imidazo[4,5-b]pyridin-2-yl)pyridin-2-amine